tetrachlorosulfophthalide sodium salt [Na+].ClC=1C(=C(C(=C2C(OC(=O)C12)S(=O)(=O)[O-])Cl)Cl)Cl